OC(COC1CCN(C1)C(=O)[O-])(C)C 4-(2-hydroxy-2-methylpropoxy)pyrrolidine-1-carboxylate